FC=1C=C(C=CC1F)C(C)O 1-(3,4-difluorophenyl)ethanol